O=C1C=C(C=CO1)C1=CC=CC=C1 6-oxo-4-phenylpyran